C(=C)OCCCCOC(C1=CC(C(=O)OCCCCOC=C)=CC=C1)=O Bis[4-(vinyloxy)butyl]-isophthalat